C(C)(=O)N=C1C=CC(C=C1)=O N-acetyl-p-benzoquinone imine